dibromomethyl iodide BrC(Br)I